FC1(CCCC1)CN1N=CC(=C1)C=1C=CC(=NC1C1=CC2=C(N(N=N2)C)C=C1)C#N 5-(1-((1-fluorocyclopentyl)methyl)-1H-pyrazol-4-yl)-6-(1-methyl-1H-benzo[d][1,2,3]triazol-5-yl)picolinonitrile